2-(tert-butyloxycarbonyl)-N6-(4-(6-(pyrimidin-2-yl)-1,2,4,5-tetrazin-3-yl)benzoyl)lysine C(C)(C)(C)OC(=O)[C@](N)(CCCCNC(C1=CC=C(C=C1)C=1N=NC(=NN1)C1=NC=CC=N1)=O)C(=O)O